3-(4-((4-fluoro-4'-methyl-[1,1'-biphenyl]-2-yl)methoxy)phenyl)propanoic acid FC1=CC(=C(C=C1)C1=CC=C(C=C1)C)COC1=CC=C(C=C1)CCC(=O)O